[Zn+2].[Ca+2].P(=O)([O-])([O-])[O-].[Al+3] aluminum phosphate calcium-zinc